OC12CC(C1)(C2)C(=O)NC2=CNC1=CC=C(C=C21)O[C@@H]2C[C@@H](C2)C2=CC=C(C=C2)C(F)(F)F 3-hydroxy-N-(5-((cis)-3-(4-(trifluoromethyl)phenyl)cyclobutoxy)-1H-indol-3-yl)bicyclo[1.1.1]pentane-1-carboxamide